BrC1=CN(C(N(C1=O)CC1=CC2=NC=CC(=C2S1)C=1C=C(C=C2C=CN(C12)CC1(CCNCC1)C#N)Cl)=O)C(C)C 4-((7-(2-((5-Bromo-3-isopropyl-2,6-dioxo-3,6-dihydropyrimidin-1(2H)-yl)methyl)Thieno[3,2-b]pyridin-7-yl)-5-chloro-1H-indol-1-yl)methyl)piperidine-4-carbonitrile